(1R,2S,5S)-3-[(2S)-3,3-dimethyl-2-[[(3R)-tetrahydrofuran-3-carbonyl]amino]butanoyl]-6,6-dimethyl-3-azabicyclo[3.1.0]hexane-2-carboxylic acid CC([C@@H](C(=O)N1[C@@H]([C@H]2C([C@H]2C1)(C)C)C(=O)O)NC(=O)[C@H]1COCC1)(C)C